COC1=C(OC2CC(N(CC2)C(=O)N)C2=NN(C(C=C2)=O)C)C=CC=C1 4-(2-methoxyphenoxy)-(1-methyl-6-oxo-1,6-dihydropyridazin-3-yl)piperidine-1-carboxamide